C1(CC1)NC(C1=CC(=C(C(=C1)F)C=1N=C2N(C=CC(=C2)C)C1C[C@H]1CN(CCO1)C(C(F)F)=O)F)=O (S)-N-cyclopropyl-4-(3-((4-(2,2-difluoroacetyl)morpholin-2-yl)methyl)-7-methylimidazo[1,2-a]pyridin-2-yl)-3,5-difluorobenzamide